3-chloro-8-[(2R,3S)-3-(methanesulfonylmethyl)-2-methylazetidin-1-yl]isoquinolin-5-yl trifluoromethanesulfonate FC(S(=O)(=O)OC1=C2C=C(N=CC2=C(C=C1)N1[C@@H]([C@H](C1)CS(=O)(=O)C)C)Cl)(F)F